2-[3-(dimethylamino)propyl]isothiourea CN(CCCSC(N)=N)C